(5S,8R)-1-fluoro-N-(4-methyl-3-(trifluoromethyl)phenyl)-6,7,8,9-tetrahydro-5H-5,8-epiminocyclohepta[c]pyridine-10-carboxamide FC1=NC=CC2=C1C[C@H]1CC[C@@H]2N1C(=O)NC1=CC(=C(C=C1)C)C(F)(F)F